n-butoxyzirconium tri(ethylacetoacetate) C(C)CC(CC(=O)[O-])=O.C(C)CC(CC(=O)[O-])=O.C(C)CC(CC(=O)[O-])=O.C(CCC)O[Zr+3]